(4-((2S,6R)-2,6-dimethylmorpholino)piperidin-1-yl)(7-((4-(ethylamino)-3-(trifluoromethyl)-1H-pyrrolo[2,3-b]pyridin-6-yl)amino)-2,3-dihydrobenzo-furan-4-yl)methanone C[C@@H]1O[C@@H](CN(C1)C1CCN(CC1)C(=O)C1=CC=C(C2=C1CCO2)NC2=CC(=C1C(=N2)NC=C1C(F)(F)F)NCC)C